F[C@@H]1CN(CC[C@@H]1NC1=NN2C(C(=N1)OC)=C(C=C2)C=2C=CC=1N(C2)C(=CN1)C(=O)NC)C1COC1 6-(2-(((3R,4S)-3-Fluoro-1-(oxetan-3-yl)piperidin-4-yl)amino)-4-methoxypyrrolo[2,1-f][1,2,4]triazin-5-yl)-N-methylimidazo[1,2-a]pyridine-3-carboxamide